O=C(CCOCCOCCOCCOCCOCCOCCOCCOCCOCCOCCC(=O)O)NC(C(NCCCCC)=O)CS(=O)(=O)O 34,37-dioxo-36-(sulfomethyl)-4,7,10,13,16,19,22,25,28,31-decaoxa-35,38-diazatritetracontanoic acid